3-[1-(Ethoxycarbonyl)cyclopropyl]propanoic acid C(C)OC(=O)C1(CC1)CCC(=O)O